(S)-1-((R)-8-(1H-Pyrrolo[3,2-b]pyridin-6-ylsulfonyl)-1-oxa-8-azaspiro[4.5]decan-3-yl-amino)-3-(3-(isopropylsulfonyl)phenoxy)propan-2-ol N1C=CC2=NC=C(C=C21)S(=O)(=O)N2CCC1(C[C@H](CO1)NC[C@@H](COC1=CC(=CC=C1)S(=O)(=O)C(C)C)O)CC2